C(N)(=O)C=1C=C(C=NC1)C1N(OCC1)C(=O)C1CCN(CC1)C1=CC(=NC=N1)C(=O)N 6-[4-[3-(5-carbamoyl-3-pyridinyl)isoxazolidine-2-carbonyl]-1-piperidinyl]pyrimidine-4-carboxamide